N-((4-(5-amino-4-cyano-1-isopropyl-1H-pyrazol-3-yl)-1-((2-(trimethylsilyl)ethoxy)methyl)-1H-indazol-7-yl)methyl)-5-fluoro-2-methoxybenzamide NC1=C(C(=NN1C(C)C)C1=C2C=NN(C2=C(C=C1)CNC(C1=C(C=CC(=C1)F)OC)=O)COCC[Si](C)(C)C)C#N